CSCCCSC 1,3-di(methylthio)propane